3-cyano-N-(6-(2-hydroxypropan-2-yl)-2-((1S,4r)-4-((S)-2-(methoxymethyl)piperazin-1-yl)cyclohexyl)-2H-indazol-5-yl)pyrrolo[1,2-b]pyridazine-7-carboxamide C(#N)C1=CC=2N(N=C1)C(=CC2)C(=O)NC2=CC1=CN(N=C1C=C2C(C)(C)O)C2CCC(CC2)N2[C@@H](CNCC2)COC